N-[3-(2-chloro-5-fluorophenyl)-2-[(4-methoxyphenyl)methyl]-7-methyl-1,6-dioxo-2,3-dihydro-1H-pyrrolo[3,4-f]isoquinolin-4-yl]-5-fluoro-3-(trifluoromethyl)benzamide ClC1=C(C=C(C=C1)F)C1N(C(C2=C3C=CN(C(C3=CC(=C21)NC(C2=CC(=CC(=C2)F)C(F)(F)F)=O)=O)C)=O)CC2=CC=C(C=C2)OC